4-(4-(((1S,2S,5R)-5-methyl-2-(prop-1-en-2-yl)cyclohexyl)oxy)phenyl)butan-2-one C[C@@H]1CC[C@H]([C@H](C1)OC1=CC=C(C=C1)CCC(C)=O)C(=C)C